Cyclooct-3-en C1CC=CCCCC1